8-chloro-10H-benzofuro[3,2-b]indole ClC=1C=CC2=C(C1)C=1NC=3C=CC=CC3C1O2